C1COC(=O)C1[NH3+] The molecule is the conjugate acid of homoserine lactone; major species at pH 7.3. It is an ammonium ion derivative and an organic cation. It is a conjugate acid of a homoserine lactone.